2,5-diphenylphospholan-1-amine C1(=CC=CC=C1)C1P(C(CC1)C1=CC=CC=C1)N